(2-chlorophenoxy)triisopropylsilane ClC1=C(O[Si](C(C)C)(C(C)C)C(C)C)C=CC=C1